BrC=1SC=2C(NC(N3CCOC1C23)(C)C)=O 2-Bromo-6,6-dimethyl-4,5,6,7-tetrahydro-8H-3-oxa-1-thia-5a,7-diazaacenaphthylen-8-one